N1-((5-(4-chloro-6-(4-methoxyphenyl)pyridin-2-yl)furan-2-yl)methyl)-N1,N2,N2-trimethylethane-1,2-diamine ClC1=CC(=NC(=C1)C1=CC=C(C=C1)OC)C1=CC=C(O1)CN(CCN(C)C)C